ClC1=C(C=CC=C1)CN1N=C(C=C1C=1SC(=CC1)OC)COC(C(=O)O)(C)C 2-([1-[(2-Chlorophenyl)methyl]-5-(5-methoxythien-2-yl)-1H-pyrazol-3-yl]methoxy)-2-methylpropanoic acid